(R)-4-(trifluoromethyl)-6-(2-(4-(5-(trifluoromethyl)pyrimidin-2-yl)piperazine-1-carbonyl)morpholino)pyridazin-3(2H)-one FC(C=1C(NN=C(C1)N1C[C@@H](OCC1)C(=O)N1CCN(CC1)C1=NC=C(C=N1)C(F)(F)F)=O)(F)F